FC=1C=C2C(NN=C(C2=CC1F)C1=C(C2=C(NC(=N2)NC(OCC)=O)C=C1)C)=O Ethyl (5-(6,7-difluoro-4-oxo-3,4-dihydrophthalazin-1-yl)-4-methyl-1H-benzimidazol-2-yl)carbamate